CC1=NC2=CC3=C(C=C2C=N1)CC(N3C)=O 2,8-dimethyl-6,8-dihydro-7H-pyrrolo[3,2-g]quinazolin-7-one